nickel molybdenum tungsten-zirconium dioxide [O-2].[O-2].[Zr+4].[W+4].[Mo+4].[Ni+2]